BrC1=NC(=CC(=N1)OC(F)F)OC bromo-4-(difluoromethoxy)-6-methoxy-pyrimidin